N1=CN=CC2=C1N1C(=C2)C(NCC12CCCCC2)=O 7',8'-dihydro-6'H-spiro[cyclohexane-1,9'-pyrazino[1',2':1,5]pyrrolo[2,3-d]pyrimidin]-6'-one